7-(7-(difluoromethyl)-6-(1-methyl-1H-pyrazol-4-yl)-3,4-dihydroquinolin-1(2H)-yl)-5-methoxy-1,3-dimethyl-1,6-naphthyridin-2(1H)-one FC(C1=C(C=C2CCCN(C2=C1)C1=NC(=C2C=C(C(N(C2=C1)C)=O)C)OC)C=1C=NN(C1)C)F